N-ethyl-5-fluoro-N-isopropyl-2-((5-(2,2,2-trifluoroethoxy)-1,2,4-triazin-6-yl)oxy)benzamide C(C)N(C(C1=C(C=CC(=C1)F)OC1=C(N=CN=N1)OCC(F)(F)F)=O)C(C)C